OCCN1CCN(CC1)C1=CC=C(NC2=NC=CC(=N2)N2C=C(C3=CC=CC=C23)C(=O)N)C=C1 1-(2-{4-[4-(2-hydroxy-ethyl)-piperazin-1-yl]-anilino}-pyrimidin-4-yl)-1H-indole-3-carboxamide